ethyl 2-[(2,3-dichlorophenyl)methyl-(2-pyridylmethyl)amino]-2-oxo-acetate ClC1=C(C=CC=C1Cl)CN(C(C(=O)OCC)=O)CC1=NC=CC=C1